COC1=CC(=NC=N1)C=1C=CC(=C(C1)O)C=1N=NC(=CC1)N1C[C@H](CC1)NC1CC(C1)F 5-(6-methoxypyrimidin-4-yl)-2-{6-[(3S)-3-{[(1s,3s)-3-fluorocyclobutyl]amino}pyrrolidin-1-yl]pyridazin-3-yl}phenol